4-(difluoromethyl)-5-((2-fluoro-6-(pyrrolidin-1-ylmethyl)benzyl)amino)-N-(thiazol-4-yl)pyridine-2-sulfonamide FC(C1=CC(=NC=C1NCC1=C(C=CC=C1CN1CCCC1)F)S(=O)(=O)NC=1N=CSC1)F